5-hydroxy-1-(4-sulfophenyl)-4-[(E)-(4-sulfophenyl)diazenyl]-1H-pyrazole-3-carboxylic acid trisodium salt [Na+].[Na+].[Na+].OC1=C(C(=NN1C1=CC=C(C=C1)S(=O)(=O)[O-])C(=O)[O-])\N=N\C1=CC=C(C=C1)S(=O)(=O)[O-]